FC1=C(C(=CC(=C1)CN[C@H]1CN(CCC1)S(=O)(=O)C)O)N1CC(NS1(=O)=O)=O 5-[2-fluoro-6-hydroxy-4-[[[(3R)-1-methylsulfonyl-3-piperidinyl]amino]methyl]phenyl]-1,1-dioxo-1,2,5-thiadiazolidin-3-one